OCC([2H])([2H])N(C(OC(C)(C)C)=O)C tert-butyl (2-hydroxyethyl-1,1-d2)(methyl)carbamate